3-(5,6-difluoropyridin-2-yl)-1-(2-methoxypyrimidin-5-yl)-1-((1-(tetrahydro-2H-pyran-2-yl)-5-(trifluoromethyl)-1H-pyrazol-3-yl)methyl)urea FC=1C=CC(=NC1F)NC(N(CC1=NN(C(=C1)C(F)(F)F)C1OCCCC1)C=1C=NC(=NC1)OC)=O